1,3-dioxoisoindolin-2-yl (1s,3s)-adamantane-1-carboxylate C12(CC3CC(CC(C1)C3)C2)C(=O)ON2C(C3=CC=CC=C3C2=O)=O